dihydrophenylglycine methyl ester COC(C(N)C1CC=CC=C1)=O